CC1(CN(C2=C(C=CC=C12)Cl)C(C)=O)CCC#N 3-(3-methyl-1-acetyl-7-chloroindolin-3-yl)propionitrile